C(C)S(=O)(=O)NC1CC(CC1O)C(=O)N 3-(ethylsulfonamido)-4-hydroxycyclopentane-1-carboxamide